tert-Butyl 3-[(5-bromo-2-pyridyl)oxy]azetidine-1-carboxylate BrC=1C=CC(=NC1)OC1CN(C1)C(=O)OC(C)(C)C